ClC1=CC(=NN1C)NC1=CC(=C(N=N1)C(=O)NC([2H])([2H])[2H])NC1=NC=CC(=C1OC)C1=NC=C(N=C1)C(N(C)C)=O 6-((5-chloro-1-methyl-1H-pyrazol-3-yl)amino)-4-((4-(5-(dimethylcarbamoyl)pyrazin-2-yl)-3-methoxypyridin-2-yl)amino)-N-(methyl-d3)pyridazine-3-carboxamide